C(C)(=O)NC1=NN2C(C=CC(=C2)C=2C=C(C(=NC2)C)N2OCC[C@H]2C2=CC=CC=C2)=N1 (S)-N-(5-(2-acetamido-[1,2,4]triazolo[1,5-a]pyridin-6-yl)-2-methylpyridin-3-yl)-3-phenylisoxazolidine